C1(CC1)C1=NC(=C2N1CCN(C2)C(=O)NC)C=2C=C1C(=NN(C1=CC2)C)C=2C=NN(C2)C 3-cyclopropyl-N-methyl-1-(1-methyl-3-(1-methyl-1H-pyrazol-4-yl)-1H-indazol-5-yl)-5,6-dihydroimidazo[1,5-a]pyrazine-7(8H)-carboxamide